CC=1C=C2C=C(C(NC2=C(C1)C)=O)CN(C(=O)NC1=CC=NC=C1)CCO 1-((6,8-dimethyl-2-oxo-1,2-dihydroquinolin-3-yl)methyl)-1-(2-hydroxyethyl)-3-(pyridin-4-yl)urea